tert-butyl (2S)-2-[[7-(7-oxo-5,6-dihydropyrrolizin-2-yl)quinolin-5-yl]oxymethyl]morpholine-4-carboxylate O=C1CCN2C=C(C=C12)C1=CC(=C2C=CC=NC2=C1)OC[C@@H]1CN(CCO1)C(=O)OC(C)(C)C